S1C2=C(C=C1)C(=CC=C2)N2CCN(CC2)CCC2=CCCCC2 4-(2-(4-(benzo[b]thiophen-4-yl)piperazin-1-yl)ethyl)cyclohex-3-en